CN1CCC(CC1)NC1=C2C=CN(C2=CC(=C1)C1CC(C1)CNC=1C(OC)=CC=C(C1)S(=O)(=O)C)CC(F)(F)F 4-(1-methyl-4-piperidylamino)-6-{(1r,3r)-3-[(4-mesyl-2-anisidino)methyl]cyclobutyl}-1-(2,2,2-trifluoroethyl)indole